benzyl rel-(R)-4-cyanoazepane-1-carboxylate C(#N)[C@H]1CCN(CCC1)C(=O)OCC1=CC=CC=C1 |o1:2|